3,15-dioxa-6,9,12-trithiaheptadecane-1,16-diene C=COCCSCCSCCSCCOC=C